C1(CCC1)C=1C(=NN(C1NC(O[C@@H](C)C1CCC1)=O)C)C1CC(C1)(F)F (S)-1-cyclobutylethyl (4-cyclobutyl-3-(3,3-difluorocyclobutyl)-1-methyl-1H-pyrazol-5-yl)carbamate